BrC1=CC=C(C=C1)C(\C=C\C1=CC(=C(C=C1)OC)O)=O (E)-1-(4-Bromophenyl)-3-(3-hydroxy-4-methoxyphenyl)prop-2-en-1-one